benzyl {[(3S)-tetrahydro-1H-pyrrol-3-yl]amino}carboxylate N1C[C@H](CC1)NC(=O)OCC1=CC=CC=C1